hexacosyl cerotate C(CCCCCCCCCCCCCCCCCCCCCCCCC)(=O)OCCCCCCCCCCCCCCCCCCCCCCCCCC